(rac)-((1s,3s)-3-Hydroxy-3-methylcyclobutyl)(6-(2-methyl-3-(trifluoromethyl)phenoxy)-2-azaspiro[3.4]octan-2-yl)methanone OC1(CC(C1)C(=O)N1CC2(C1)C[C@@H](CC2)OC2=C(C(=CC=C2)C(F)(F)F)C)C |r|